2-[4-[3-[1-(5-chloropyrimidin-2-yl)-4-piperidyl]propoxy]-2-fluoro-phenyl]-1-(2,7-diazaspiro[4.4]nonan-2-yl)ethanone ClC=1C=NC(=NC1)N1CCC(CC1)CCCOC1=CC(=C(C=C1)CC(=O)N1CC2(CC1)CNCC2)F